C(CC1=CC=CC=C1)Cl (1R)-phenethyl chloride